COC1=NC=C(C2=C1N=C(S2)NC(=O)C=2C=NN(C2)C)N2CC1(C2)OCCC1 1-Methyl-1H-pyrazole-4-carboxylic acid [4-methoxy-7-(5-oxa-2-azaspiro[3.4]oct-2-yl)-thiazolo[4,5-c]pyridin-2-yl]-amide